(±)-2-(5-Bromopyridin-2-yl)butyric acid BrC=1C=CC(=NC1)[C@H](C(=O)O)CC |r|